C(CO)(=O)[O-].[Ti+4].C(CO)(=O)[O-].C(CO)(=O)[O-].C(CO)(=O)[O-] titanium glycolate